NC=1C2=C(N=CN1)N(C(=C2C(=O)NC2=CC=C(C=C2)COC)OCCC(C)(C)OC)C2(CC2)C 4-amino-6-(3-methoxy-3-methylbutoxy)-N-(4-(methoxymethyl)phenyl)-7-(1-methylcyclopropyl)-7H-pyrrolo[2,3-d]pyrimidine-5-carboxamide